ClC=1C(=C(C=CC1)CNC(=O)[C@H]1N[C@@H]2C[C@@]2(C1)C)F (1R,3S,5R)-N-(3-chloro-2-fluorophenylmethyl)-5-methyl-2-azabicyclo[3.1.0]Hexane-3-carboxamide